dimethoxydecyl-methylsilane COC(CCCCCCCCC[SiH2]C)OC